2,7-di-n-butylfluorenylzirconium C(CCC)C1=C(C=2CC3=CC(=CC=C3C2C=C1)CCCC)[Zr]